FS(=O)(=O)NC(=N)N fluorosulfonyl-guanidine